OC1=NC(=C(C=C1OC)OC)O 2,6-dihydroxy-3,5-dimethoxypyridine